COC=1C=C(CN(C2=CC=C(C=C2)COCCOCC2=CC(=CC=C2)OC)CC2=CC=C(C=C2)N2CCOCC2)C=CC1 N-(3-methoxybenzyl)-4-((2-(3-methoxybenzyloxy)ethoxy)methyl)-N-(4-morpholinobenzyl)aniline